(S)-2-((6-((4-Chloro-2-fluorobenzyl)oxy)-2'-oxo-[2,4'-bipyridin]-1'(2'H)-yl)methyl)-1-(oxetan-2-ylmethyl)-1H-benzo[d]imidazol ClC1=CC(=C(COC2=CC=CC(=N2)C2=CC(N(C=C2)CC2=NC3=C(N2C[C@H]2OCC2)C=CC=C3)=O)C=C1)F